Aluminum carbon water O.[C].[Al]